C(C1CO1)N(C1=CC=CC=C1)CC1CO1 N,N-di(glycidyl)aniline